ClC1=CC(=C(C=C1)C1=NC(=CC=2N=C(N(C(C21)=O)C)C)N2C[C@H](O[C@@H](C2)C2=CSC=C2)C)F 5-(4-chloro-2-fluoro-phenyl)-2,3-dimethyl-7-((2R,6R)-2-methyl-6-(3-thiophenyl)-4-morpholinyl)pyrido-[4,3-d]pyrimidin-4(3H)-one